5-[[4-(2-cyanopropionylamino)-3-fluoro-phenyl]sulfonyl-[(4-methoxyphenyl)methyl]amino]thiazole-4-carboxylic acid tert-butyl ester C(C)(C)(C)OC(=O)C=1N=CSC1N(CC1=CC=C(C=C1)OC)S(=O)(=O)C1=CC(=C(C=C1)NC(C(C)C#N)=O)F